S(=O)(=O)([O-])[O-].[Pb+2].[Sr+2].[Pb+2].S(=O)(=O)([O-])[O-].S(=O)(=O)([O-])[O-] lead strontium lead sulfate